5-(3-Cyclopentyl-2,3,4,5-tetrahydro-1H-3-benzazepin-7-yl)-3-(4-methanesulfonylphenyl)-1H-pyrazolo[3,4-b]pyridin-6-amine C1(CCCC1)N1CCC2=C(CC1)C=CC(=C2)C=2C=C1C(=NC2N)NN=C1C1=CC=C(C=C1)S(=O)(=O)C